N-{[6-({[2-(3,3-difluorocyclobutyl)ethyl]amino}methyl)imidazo[1,2-a]pyridin-2-yl]methyl}-4-oxo-4H-pyrido[1,2-a]pyrimidine-2-carboxamide FC1(CC(C1)CCNCC=1C=CC=2N(C1)C=C(N2)CNC(=O)C=2N=C1N(C(C2)=O)C=CC=C1)F